IC1=CC=C(C=C1)CCCC(=O)O 4-(para-iodophenyl)butyric acid